N1C=NC=C1CN(C=1C=C(C=CC1)N(C(C1=CC=C(C=C1)C)=O)CC(C)C)C N-[3-[1H-imidazol-5-ylmethyl(methyl)amino]phenyl]-N-isobutyl-4-methyl-benzamide